2-(2-benzyloxyphenyl)-6-(1-methylpyrazol-4-yl)imidazo[1,2-a]pyrimidin-7-amine C(C1=CC=CC=C1)OC1=C(C=CC=C1)C=1N=C2N(C=C(C(=N2)N)C=2C=NN(C2)C)C1